diphenyl-(2,4,5-trimethylbenzoyl)phosphine oxide C1(=CC=CC=C1)P(C(C1=C(C=C(C(=C1)C)C)C)=O)(C1=CC=CC=C1)=O